ClC1=CNC2=C1N=C(N=C2NCCCCC)N 7-chloro-N4-pentyl-5H-pyrrolo[3,2-d]pyrimidine-2,4-diamine